4-[2-(4-chloro-3-fluorophenoxy)acetamido]-N-[2-(4-chlorophenoxy)ethyl]-2-hydroxybicyclo[2.2.2]octane-1-carboxamide ClC1=C(C=C(OCC(=O)NC23CC(C(CC2)(CC3)C(=O)NCCOC3=CC=C(C=C3)Cl)O)C=C1)F